CC1(C(C(CC1)=O)C)CC(=O)OCCCC n-butyl (1,2-dimethyl-3-oxocyclopentyl)acetate